[Sn].C(CCCCCCCCCCCCCCCCC)(=O)OCC(CO)(CO)CO monopentaerythritol stearate tin